5-(8-(7-(Difluoromethoxy)-1,3-dimethyl-2-oxo-1,2-dihydroquinolin-5-yl)isoquinolin-3-yl)-N-(3-(3-((2,6-dioxopiperidin-3-yl)amino)phenyl)prop-2-yn-1-yl)picolinamide FC(OC1=CC(=C2C=C(C(N(C2=C1)C)=O)C)C=1C=CC=C2C=C(N=CC12)C=1C=CC(=NC1)C(=O)NCC#CC1=CC(=CC=C1)NC1C(NC(CC1)=O)=O)F